[Pd](Cl)Cl.C(C)(C)(C)P([C-]1C=CC=C1)C(C)(C)C.[C-]1(C=CC=C1)P(C(C)(C)C)C(C)(C)C.[Fe+2] (1,1'-bis(di-t-butylphosphino)ferrocene) palladium (II) dichloride